N-[(2R)-1-(2H-1,2,3-triazol-2-yl)propan-2-yl]carbamic acid tert-butyl ester C(C)(C)(C)OC(N[C@@H](CN1N=CC=N1)C)=O